(6-amino-5-(pyridin-2-yl)pyrimidin-4-yl)amino-6-methoxyindazole NC1=C(C(=NC=N1)NC1=NNC2=CC(=CC=C12)OC)C1=NC=CC=C1